(S or R)-1-(2-(4-isopropylphenyl)-5-(1-(trifluoromethyl)-1H-indazole-5-carbonyl)-2,3,4,5,5a,6,8,9-octahydro-7H-1,2,5,7-tetraazabenzo[cd]azulen-7-yl)prop-2-en-1-one C(C)(C)C1=CC=C(C=C1)N1N=C2CCN(C[C@@H]3C2=C1CCN3C(=O)C=3C=C1C=NN(C1=CC3)C(F)(F)F)C(C=C)=O |o1:16|